BrC1=CC2=C(S1)C1=C3C=CC4=C(SC(=C4)CCC4CCCCC4)C3=C1C=C2 2-bromo-7-(2-cyclohexylethyl)biphenyleno[1,2-b:5,6-b']dithiophene